(2S,5R)-1-(4-fluorobenzoyl)-5-[5-(4-fluorophenyl)-1,2,4-oxadiazol-3-yl]-2-methylpiperidine FC1=CC=C(C(=O)N2[C@H](CC[C@H](C2)C2=NOC(=N2)C2=CC=C(C=C2)F)C)C=C1